CN(C1CN(C1)CC=1N=NC(=CC1)C1=CC=C(C=C1)N1C[C@@H](CC1)OC=1C(=NC=2N(C1C)N=C(N2)C)C)C (R)-N,N-dimethyl-1-((6-(4-(3-((2,5,7-trimethyl-[1,2,4]triazolo[1,5-a]pyrimidin-6-yl)oxy)pyrrolidin-1-yl)phenyl)pyridazin-3-yl)methyl)azetidin-3-amine